(R)-(3-(2,4-dichlorophenyl)-2,3-dihydrobenzo[b][1,4]dioxin-5-yl)piperidine ClC1=C(C=CC(=C1)Cl)[C@H]1OC2=C(OC1)C=CC=C2N2CCCCC2